COC1=C(N=C2C(=N1)NC(=N2)C(F)(F)F)NC2=CC=C(C=C2)CCCCC 6-Methoxy-N-(4-pentylphenyl)-2-(trifluoromethyl)-1H-imidazo[4,5-b]pyrazin-5-amin